CN(C)CC1(CC1)COC1=NC2=C(C(=CC=C2C(=N1)N1CCOCC(C1)(O)C)C1=CC(=CC2=CC=C(C(=C12)CC)F)O)F 4-(2-((1-((dimethylamino)methyl)cyclopropyl)methoxy)-7-(8-ethyl-7-fluoro-3-hydroxynaphthalen-1-yl)-8-fluoroquinazolin-4-yl)-6-methyl-1,4-oxazepan-6-ol